(S)-7-(4-(2-((tetrahydro-2H-pyran-4-yl)oxy)phenyl)piperidin-1-yl)-5-oxa-2-azaspiro[3.4]octane O1CCC(CC1)OC1=C(C=CC=C1)C1CCN(CC1)[C@@H]1COC2(CNC2)C1